N-(1,3-dimethyl-1H-pyrazol-5-yl)-1-methyl-9-(1,2,3,6-tetrahydropyridin-4-yl)-6,7-dihydro-5H-benzo[c][1,2,3]triazolo[1,5-a]azepin-7-amine 2,2,2-trifluoroacetate FC(C(=O)O)(F)F.CN1N=C(C=C1NC1C2=C(C=3N(CC1)N=NC3C)C=CC(=C2)C=2CCNCC2)C